3-benzoylamino-2-(1,3-dimethylbutyl)thiophene methyl-(3S,6S,10aR)-6-{[(tert-butoxy)carbonyl]amino}-5,8-dioxo-decahydropyrrolo[1,2-a]azocine-3-carboxylate COC(=O)[C@@H]1CC[C@H]2N1C([C@H](CC(CC2)=O)NC(=O)OC(C)(C)C)=O.C(C2=CC=CC=C2)(=O)NC2=C(SC=C2)C(CC(C)C)C